((1R,4R)-4-methoxycyclohexyl)methanol tert-butyl-3-(6-(isopropyl-(methyl)amino)-1-oxo-2,3-dihydro-1H-pyrrolo[3,4-c]pyridin-4-yl)-3,8-diazabicyclo[3.2.1]octane-8-carboxylate C(C)(C)(C)C12CN(CC(CC1)N2C(=O)OCC2CCC(CC2)OC)C2=NC(=CC1=C2CNC1=O)N(C)C(C)C